OCC1=NC=C(C=N1)NC(O[C@H](C)[C@H](C)OC1=C(C=C2C(=N1)SC(=N2)C2=C1N=CC(=NC1=CC(=C2)C)OC)F)=O (2R,3S)-3-((6-fluoro-2-(2-methoxy-7-methylquinoxalin-5-yl)thiazolo[5,4-b]pyridin-5-yl)oxy)butan-2-yl (2-(hydroxymethyl)pyrimidin-5-yl)carbamate